N-((5-chloro-6-((3-methylisoxazol-5-yl)methoxy)-1H-indol-2-yl)methyl)-2-cyclopropylacetamide ClC=1C=C2C=C(NC2=CC1OCC1=CC(=NO1)C)CNC(CC1CC1)=O